2-methyl-3H-imidazo[4,5-b]pyridin CC1=NC=2C(=NC=CC2)N1